2,2',2''-trichloroethylamine C(CCl)N(CCCl)CCCl